(S)-2-(2-((5-(3-(1-aminoethyl)phenyl)-1-isopropyl-1H-indazol-3-yl)methoxy)phenyl)acetic acid N[C@@H](C)C=1C=C(C=CC1)C=1C=C2C(=NN(C2=CC1)C(C)C)COC1=C(C=CC=C1)CC(=O)O